FC(C(=O)O)(F)F.BrC1=C(C(=C(C=C1)C=C1CNC1)F)C 3-[(4-bromo-2-fluoro-3-methyl-phenyl)methylene]azetidine, trifluoroacetate salt